C1(=CC(=CC=C1)SCC1=CC=CC=C1)C benzyl (3-tolyl) sulfide